5-[amino(cyclopropylmethyl)amino]-4-(methoxymethyl)-1,4-benzoxazin-3-one NN(C1=CC=CC2=C1N(C(CO2)=O)COC)CC2CC2